[Si](C1=CC=CC=C1)(C1=CC=CC=C1)(C(C)(C)C)OC1C(COC1)(C)N1C[C@@H](N(CC1)C=1C=C2C=C(N=CC2=CC1C)NC(=O)[C@@H]1CC12CCOCC2)C (R)-N-(6-((2S)-4-(4-((tert-butyldiphenylsilyl)oxy)-3-methyltetrahydrofuran-3-yl)-2-methylpiperazin-1-yl)-7-methylisoquinolin-3-yl)-6-oxaspiro[2.5]octane-1-carboxamide